C(C)(C)C1=C(C=CC=C1)C=1C=C2C(=CN1)NC=C2OC2=CC=C(C=C2)C=2N(C=C(N2)C(F)(F)F)C 5-(2-isopropylphenyl)-3-[4-[1-methyl-4-(trifluoromethyl)imidazol-2-yl]phenoxy]-1H-pyrrolo[2,3-c]pyridine